2-(3-(sulfamoylamino)prop-1-yn-1-yl)benzoate S(N)(=O)(=O)NCC#CC1=C(C(=O)[O-])C=CC=C1